1,4'-bis(bromomethyl)biphenyl BrCC1(CC=CC=C1)C1=CC=C(C=C1)CBr